C1(CCCC1)S(=O)=N cyclopentyl-sulfoximine